N1C=NC=C1CCNC(C1=CC=C(C=C1)C1=NC=C2N1C=C(N=C2)C2=CC=CC=C2)=O N-(2-(1H-imidazol-5-yl)ethyl)-4-(6-phenylimidazo[1,5-a]pyrazin-3-yl)benzamide